N-Boc-4-(2-((methylsulfonyl)oxy)ethyl)piperidine C(=O)(OC(C)(C)C)N1CCC(CC1)CCOS(=O)(=O)C